C(C1=CC=CC=C1)N1C2CC(CC1CC2)C=2C=C1CN(C(C1=CC2)=O)N2C(CCCC2=O)=O (5-(8-benzyl-8-azabicyclo[3.2.1]oct-3-yl)-1-oxoisoindolin-2-yl)piperidine-2,6-dione